(3R,7R)-2-(5-chloro-4-(trifluoromethyl)pyridineformyl)-9-(1-(6-(2-hydroxy-prop-2-yl)pyridine-3-yl)ethyl)-3,7-dimethyl-1,2,3,4,8,9-hexahydropyrido[4',3':3,4]Pyrazolo[1,5-a]Pyrazine ClC=1C(=CC(=NC1)C(=O)N1CC2=C(NN3C2=CN(C[C@H]3C)C(C)C=3C=NC(=CC3)C(C)(C)O)C[C@H]1C)C(F)(F)F